tert-butyl (S)-((5-(1-(cyclohexylsulfonyl)piperidin-2-yl)-1,2,4-oxadiazol-3-yl)methyl)carbamate C1(CCCCC1)S(=O)(=O)N1[C@@H](CCCC1)C1=NC(=NO1)CNC(OC(C)(C)C)=O